methyl 1-(2-(dimethylamino) ethyl)-4-nitro-1H-pyrazole-3-carboxylate CN(CCN1N=C(C(=C1)[N+](=O)[O-])C(=O)OC)C